C(C)(=O)N1CCC(CC1)C(=O)N(C)[C@H](C(F)(F)F)C1=CC=C(C=C1)NC=1C=NC=2N(C1C(C)OC)N=C(N2)Cl 1-acetyl-N-((1S)-1-(4-((2-chloro-7-(1-methoxyethyl)-[1,2,4]triazolo[1,5-a]pyrimidin-6-yl)amino)phenyl)-2,2,2-trifluoroethyl)-N-methylpiperidine-4-carboxamide